N-(5-((1H-pyrazol-1-yl)methyl)-3,4-dihydro-2H-chromeno[8,7-d]isoxazol-9-yl)-2-methoxypyridine-3-sulfonamide N1(N=CC=C1)CC1=C2CCCOC2=C2C(=NOC2=C1)NS(=O)(=O)C=1C(=NC=CC1)OC